FC1=C(C=CC=C1OC)N1C(=C2C=NN(C(C2=C1C)=O)C1=NC=CC=N1)C 6-(2-fluoro-3-methoxy-phenyl)-5,7-dimethyl-3-pyrimidin-2-yl-pyrrolo[3,4-d]pyridazin-4-one